C1(CC1)OCCOC1=CC=2CC(N3C(C2C2=C1OCC2)=CC(C(=C3)C(=O)O)=O)C(C)C 4-(2-Cyclopropoxyethoxy)-7-isopropyl-11-oxo-2,6,7,11-tetrahydro-1H-furo[2,3-h]pyrido[2,1-a]isoquinoline-10-carboxylic Acid